C(C)(CC)C1C(NC2=C(CN1C=1C(C(C1NC)=O)=O)C=CC=C2)=O 3-(3-(sec-butyl)-2-oxo-1,2,3,5-tetrahydro-4H-benzo[1,4]diazepin-4-yl)-4-(methylamino)cyclobut-3-ene-1,2-dione